4-(1-hydroxyethyl)-3-methoxy-5-iodophenol OC(C)C1=C(C=C(C=C1I)O)OC